OC=1C=C2C=CC(=CC2=CC1)C1(C2=CC=CC(=C2C=2C(=CC=CC12)C1=CC=C2C=CC3=CC=CC4=CC=C1C2=C34)C3=CC=C4C=CC2=CC=CC1=CC=C3C4=C21)C2=CC1=CC=C(C=C1C=C2)O 9,9-bis(6-hydroxy-2-naphthyl)-4,5-di(1-pyrenyl)fluorene